C(C)(C)(C)C1=NC(=NO1)C(=O)NCC1=C(C=C(C=C1)C1=NC=NN2C1=C(C=C2)C)C 5-(tert-butyl)-N-(2-methyl-4-(5-methylpyrrolo[2,1-f][1,2,4]triazin-4-yl)benzyl)-1,2,4-oxadiazole-3-carboxamide